2-bromoethoxy-2-(2,6-dioxopiperidin-3-yl)-2,3-dihydro-1H-isoindole-1,3-dione BrCCOC1=C2C(N(C(C2=CC=C1)=O)C1C(NC(CC1)=O)=O)=O